[Si](C)(C)(C(C)(C)C)OCC1=CC(=C(O[C@@H]2O[C@@H]([C@H]([C@@H]([C@H]2CC(=O)O)CC(=O)O)CC(=O)O)C(=O)OC)C=C1)C=O.C(C(=C)C)(=O)NCCCCS(=O)(=O)O methacryloylaminobutyl-sulfonate (2S,3R,4S,5S,6S)-2-(4-(((tert-butyldimethylsilyl)oxy)methyl)-2-formylphenoxy)-6-(methoxycarbonyl)tetrahydro-2H-pyran-3,4,5-triyl-triacetate